[azido(phenoxy)phosphoryl]oxybenzene (3aR,4R,6aR)-5-fluoro-2,2-dimethyl-3aH-cyclopenta[d][1,3]dioxol-4-yl-methanesulfonate FC1=C([C@@H]2C(OC(O2)(C)C)=C1)CS(=O)(=O)O.N(=[N+]=[N-])P(=O)(OC1=CC=CC=C1)OC1=CC=CC=C1